2-fluoro-5-[[2-(1-methylpyrazol-4-yl)-4-pyridyl]oxy]benzoic acid FC1=C(C(=O)O)C=C(C=C1)OC1=CC(=NC=C1)C=1C=NN(C1)C